P(=O)(O)(O)O.N1=C(N)N=C(N)N=C1N.N1=C(N)N=C(N)N=C1N di(melamine) orthophosphate